copper tetrakis(4-hydroxyphenyl)porphyrin OC1=CC=C(C=C1)C1=C2C=CC(C(=C3C=CC(=C(C=4C=CC(=C(C5=CC=C1N5)C5=CC=C(C=C5)O)N4)C4=CC=C(C=C4)O)N3)C3=CC=C(C=C3)O)=N2.[Cu]